COC=1C(=CC2=CC=CC=C2C1)NC(CCl)=O N-(3-methoxy-2-naphthyl)-2-chloroacetamide